FC=1C(=NC(=NC1)N1CCN(CC1)C(=O)N1N=CC[C@H]1C=1C=NC=C(C1)F)N1N=C(N=C1C)C#N (S)-1-(5-fluoro-2-(4-(5-(5-fluoropyridin-3-yl)-4,5-dihydro-1H-pyrazole-1-carbonyl)piperazin-1-yl)pyrimidin-4-yl)-5-methyl-1H-1,2,4-triazole-3-carbonitrile